N-[8-Amino-6-(1-methylpyrazol-4-yl)cinnolin-3-yl]pyrrolidine-1-carboxamide NC=1C=C(C=C2C=C(N=NC12)NC(=O)N1CCCC1)C=1C=NN(C1)C